2-benzylaminonaphthalene-1,4-dione C(C1=CC=CC=C1)NC=1C(C2=CC=CC=C2C(C1)=O)=O